1,3-Bis[4-(trifluoromethyl)phenyl]urea FC(C1=CC=C(C=C1)NC(=O)NC1=CC=C(C=C1)C(F)(F)F)(F)F